N-(4-(6-methyl-1,2,4,5-tetrazin-3-yl)benzyl)-3,6,9,12-tetraoxapentadecane-15-amide CC1=NN=C(N=N1)C1=CC=C(CNC(CCOCCOCCOCCOCC)=O)C=C1